5-Ethynyl-3-fluoro-2-hydroxybenzaldehyde C(#C)C=1C=C(C(=C(C=O)C1)O)F